2-fluoro-5-[(5S)-3-oxo-5-(pyrazin-2-yl)-6,7-dihydro-3H-pyrrolo[2,1-c][1,2,4]triazol-2(5H)-yl]benzonitrile FC1=C(C#N)C=C(C=C1)N1N=C2N(C1=O)[C@@H](CC2)C2=NC=CN=C2